(trifluoromethyl)-2H-indazol FC(F)(F)N1N=C2C=CC=CC2=C1